tert-butyl (4S)-4-amino-3,3-difluoro-piperidine-1-carboxylate N[C@@H]1C(CN(CC1)C(=O)OC(C)(C)C)(F)F